2-Ethyl hydroxy-4-isobutylbenzoate OC1=C(C(=O)OCC)C=CC(=C1)CC(C)C